(1S,3S)-3-((3-cyclopropyl-5-(1-methyl-5-(((methyl(3,3,3-trifluoropropyl)carbamoyl)oxy)methyl)-1H-1,2,3-triazol-4-yl)pyrazin-2-yl)oxy)cyclohexane-1-carboxylic acid C1(CC1)C=1C(=NC=C(N1)C=1N=NN(C1COC(N(CCC(F)(F)F)C)=O)C)O[C@@H]1C[C@H](CCC1)C(=O)O